(6-((7-oxo-7,8-dihydro-1,8-naphthyridin-4-yl)amino)-3,4-dihydroisoquinolin-2(1H)-yl)sulfamide dihydrochloride Cl.Cl.O=C1C=CC=2C(=CC=NC2N1)NC=1C=C2CCN(CC2=CC1)NS(=O)(=O)N